6,7-diethyl-2-propylquinoxaline C(C)C=1C=C2N=CC(=NC2=CC1CC)CCC